ClC1=NC=NC=2NC3=CC=C(C=C3C21)N2CCN(CC2)C(=O)OC(C)(C)C tert-butyl 4-(4-chloro-9H-pyrimido[4,5-b]indol-6-yl)piperazine-1-carboxylate